N,N'-dimethyl-1,3-benzenedimethaneamine CNCC1=CC(=CC=C1)CNC